methylene-bis(2-methyl-6-ethylaniline) C(NC1=C(C=CC=C1CC)C)NC1=C(C=CC=C1CC)C